(R)-tert-butyl 3-(fluoromethyl)piperazine-1-carboxylate FC[C@H]1CN(CCN1)C(=O)OC(C)(C)C